CC1=NC(=CC(=N1)NC1=NC=C(C(=O)NOCC)C=C1)C 6-((2,6-dimethylpyrimidin-4-yl)amino)-N-ethoxynicotinamide